2,4-difluoro-N-(2-methoxy-5-(4-(pyrrolidine-3-yl)quinazolin-6-yl)pyridine-3-yl)benzenesulfonamide trifluoroacetate FC(C(=O)O)(F)F.FC1=C(C=CC(=C1)F)S(=O)(=O)NC=1C(=NC=C(C1)C=1C=C2C(=NC=NC2=CC1)C1CNCC1)OC